C(C)OC1=CC=2N(C=C1NC(=O)N1CCC=3C1=NC=CC3N3CC(N(CC3)C(=O)OC(C)(C)C)(C)C)N=C(N2)C tert-butyl 4-(1-((7-ethoxy-2-methyl-[1,2,4]triazolo[1,5-a]pyridin-6-yl)carbamoyl)-2,3-dihydro-1H-pyrrolo[2,3-b]pyridin-4-yl)-2,2-dimethylpiperazine-1-carboxylate